N-acetoxy-1-[9-ethyl-6-(2-methylbenzoyl)-9H-carbazol-3-yl]-ethane-1-imine C(C)(=O)ON=C(C)C=1C=CC=2N(C3=CC=C(C=C3C2C1)C(C1=C(C=CC=C1)C)=O)CC